C1(=CC=CC=C1)C(=N[C@@H](CC1=CC(=NC=C1)OC)C(=O)OCC)C1=CC=CC=C1 ethyl N-(diphenylmethylidene)-3-(2-methoxypyridin-4-yl)alaninate